COC1=C(C=CC=C1)N=NC1=CC=C(C=C1)O 4-(methoxyphenyldiazenyl)phenol